C12(CC3CC(CC(C1)C3)C2)OCCNC(=O)C2=NN(C(=C2C)C2=CC=C(C=C2)Cl)C2=C(C=C(C=C2)Cl)Cl N-(2-(((3s,5s,7s)-adamantan-1-yl)oxy)ethyl)-5-(4-chlorophenyl)-1-(2,4-dichlorophenyl)-4-methyl-1H-pyrazole-3-carboxamide